O=C1CC=NC2=CC=CC=C12 4-OXOQUINOLINE